FC1(OC2=C(O1)C=CC(=C2)NC2=NC=C(C(=C2)N2C=C(C=C2)C(=O)NC(CO)C2=CC(=CC=C2)Cl)C)F 1-(2-((2,2-difluorobenzo[d][1,3]dioxol-5-yl)amino)-5-methylpyridin-4-yl)-N-(1-(3-chlorophenyl)-2-hydroxyethyl)-1H-pyrrole-3-carboxamide